4-(4-((1H-indazol-4-yl)oxy)piperidin-1-yl)-6-fluoro-1-methyl-3-nitroquinolin-2(1H)-one N1N=CC2=C(C=CC=C12)OC1CCN(CC1)C1=C(C(N(C2=CC=C(C=C12)F)C)=O)[N+](=O)[O-]